CC1CCC(N(C1)C(C(=O)O)=O)C=1C=C2C3(C(NC2=CC1)=O)CCC3 2-(5-Methyl-2-(2'-oxospiro[cyclobutane-1,3'-indoline]-5'-yl)piperidin-1-yl)-2-oxoacetic acid